2-(2-(1H-indol-3-yl)ethyl)-N4-(2-(4-methylpiperazin-1-yl)ethyl)-N6-pyridin-4-ylmethyl-1,3,5-triazine-2,4,6-triamine N1C=C(C2=CC=CC=C12)CCC1(NC(=NC(=N1)NCCN1CCN(CC1)C)NCC1=CC=NC=C1)N